N-(cyanomethyl)-1H-pyrrole-3-carboxamide C(#N)CNC(=O)C1=CNC=C1